7-(4-bromo-3-chloro-benzoyl)-N-[(3-methoxyphenyl)methyl]-3-oxo-2-phenyl-6,8-dihydro-5H-imidazo[1,5-a]pyrazine-1-carboxamide BrC1=C(C=C(C(=O)N2CC=3N(CC2)C(N(C3C(=O)NCC3=CC(=CC=C3)OC)C3=CC=CC=C3)=O)C=C1)Cl